P(=O)(O)(O)/C=C/CN1CC(NCC1)C(=O)O 4-[(2E)-3-Phosphono-2-propenyl]-2-piperazinecarboxylic acid